5-(3,4-dimethoxy-phenyl)-N-(tetrahydro-pyran-4-ylmethyl)imidazo[2,1-b][1,3,4]thiadiazol-2-amine COC=1C=C(C=CC1OC)C1=CN=C2SC(=NN21)NCC2CCOCC2